(7-methyl-1H-indazol-5-yl)-6-(trifluoromethyl)pyridine-2,3-diamine CC=1C=C(C=C2C=NNC12)C1=C(C(=NC(=C1)C(F)(F)F)N)N